C(C)(=O)OC\C=C\C=CCCCC (3e,6z)-non-2,4-dien-1-yl acetate